C12=NN=NC3=CC=CC(CCCC1)=C23 triazatricyclo[7.4.1.05,14]tetradeca-1,3,5,7,9(14)-pentaen